tetramethylheptene CC(C(=C(C)C)C)CCCC